N[C@@H]1C[C@H](N(C1)C(C1=CC=CC=C1)=O)C=1SC=C(N1)C(=O)N[C@H](C(=O)NC)CCCCNC(=N)N 2-((2S,4R)-4-amino-1-benzoylpyrrolidin-2-yl)-N-((S)-6-guanidino-1-(methylamino)-1-oxohexan-2-yl)thiazole-4-carboxamide